FCOC1=NC=C(C(=O)OC)C=C1 Methyl 6-(fluoromethoxy)nicotinate